tert-butyl 1'-(2-fluoro-4-nitrophenyl)-[1,4'-bipiperidine]-4-carboxylate FC1=C(C=CC(=C1)[N+](=O)[O-])N1CCC(CC1)N1CCC(CC1)C(=O)OC(C)(C)C